1-Cyclopropylpyrazolo[3,4-d]pyrimidine-6-carboxylic acid methyl ester COC(=O)C1=NC=C2C(=N1)N(N=C2)C2CC2